N-[5-[4-[[(3R,4R)-4-methoxypyrrolidin-3-yl]methoxy]-2-methyl-pyrazol-3-yl]pyrazolo[1,5-a]pyridin-2-yl]cyclopropanecarboxamide CO[C@@H]1[C@H](CNC1)COC1=C(N(N=C1)C)C1=CC=2N(C=C1)N=C(C2)NC(=O)C2CC2